4-[3-(5-{[(5-Chlorothiophen-2-yl)methyl]amino}-1-(2,2-dimethylpropanoyl)-1H-pyrazol-3-yl)piperazin-1-carbonyl]morpholin ClC1=CC=C(S1)CNC1=CC(=NN1C(C(C)(C)C)=O)C1CN(CCN1)C(=O)N1CCOCC1